CC(S(=O)(=O)O)Br bromoethanesulfonic acid